N1N=CC=2C1=NC(=NC2)N2CC1CCC(C2)N1C(CCCC1=NNC(C2=CC=CC=C12)=O)=O 4-(4-(3-(1H-pyrazolo[3,4-d]pyrimidin-6-yl)-3,8-diazabicyclo[3.2.1]octan-8-yl)-4-oxobutyl)phthalazin-1(2H)-one